6-triethoxysilylnorbornane C(C)O[Si](C1CC2CCC1C2)(OCC)OCC